7-(2-fluoro-3-(1-(1-(4-fluorophenyl)propan-2-yl)-1H-pyrazol-4-yl)phenyl)-[1,2,4]triazolo[1,5-a]pyridin-2-amine FC1=C(C=CC=C1C=1C=NN(C1)C(CC1=CC=C(C=C1)F)C)C1=CC=2N(C=C1)N=C(N2)N